lead-uranium-lead-uranium [U].[Pb].[U].[Pb]